2-((RS)-tetrahydrofuran-3-yl)propanamide O1C[C@H](CC1)C(C(=O)N)C |r|